C(C)N(C(=O)F)C1=CC=2N(C(C(=C(N2)C(F)(F)F)C=2C=NN(C2)CC(C(F)(F)F)(F)F)=O)C=C1 Ethyl(4-oxo-3-(1-(2,2,3,3,3-pentafluoropropyl)-1H-pyrazol-4-yl)-2-(trifluoromethyl)-4H-pyrido[1,2-a]pyrimidin-8-yl)carbamyl fluoride